5-(4-chloro-2-fluorophenyl)-2,3-dimethyl-7-((2S,4R)-2-(2-methylpyridin-4-yl)tetrahydro-2H-pyran-4-yl)-1,8-naphthyridine ClC1=CC(=C(C=C1)C1=C2C=C(C(=NC2=NC(=C1)[C@H]1C[C@H](OCC1)C1=CC(=NC=C1)C)C)C)F